O1COC2=C1C=CC(=C2)CN2C(=C(C=C2C2=CC=C(C=C2)Cl)C(=O)N)C 1-(1,3-benzodioxol-5-ylmethyl)-5-(4-chlorophenyl)-2-methyl-pyrrole-3-carboxamide